tert-butyl (s)-2-((2-methoxy-5-(methoxycarbonyl)-4-methylphenoxy) methyl)azetidine-1-carboxylate COC1=C(OC[C@H]2N(CC2)C(=O)OC(C)(C)C)C=C(C(=C1)C)C(=O)OC